1-(4-phenylsulfanyl-phenyl)-(3-cyclopentyl)-propane-1,2-dione C1(=CC=CC=C1)SC1=CC=C(C=C1)C(C(CC1CCCC1)=O)=O